1,3-dihydrospiro[indene-2,4'-piperidine]-5-ol N1CCC2(CC1)CC1=CC=C(C=C1C2)O